cyclopropyl-[5-[4-(4-fluoropyrazolo[1,5-a]pyridin-2-yl)-1,4,6,7-tetrahydroimidazo[4,5-c]pyridin-5-yl]pyrazin-2-yl]methanol C1(CC1)C(O)C1=NC=C(N=C1)N1C(C2=C(CC1)NC=N2)C2=NN1C(C(=CC=C1)F)=C2